C1(CC1)C=1C(=NC(=NC1)NC=1C(=NN(C1)C1CCN(CC1)C)CC)NCCCN1C(COCCC1)=O 4-(3-((5-cyclopropyl-2-((3-ethyl-1-(1-methylpiperidin-4-yl)-1H-pyrazol-4-yl)amino)pyrimidin-4-yl)amino)propyl)-1,4-oxazepan-3-one